C(#N)C1=CC=C(C=C1)S(=O)(=O)NC1=C(C(=O)NC=2SC=CN2)C=CC(=C1)C 2-((4-cyanophenyl)sulfonamido)-4-methyl-N-(thiazol-2-yl)benzamide